CC1(OB(OC1(C)C)C=1C=NC(=NC1)OCOC(=O)N1CCCCC1)C ((5-(4,4,5,5-tetramethyl-1,3,2-dioxaborolan-2-yl)pyrimidin-2-yl)oxylmethyl)piperidine-1-carboxylate